FC(OC1=CC2=C(N=C(S2)N)C=C1)F 6-(Difluoromethoxy)benzo[d]thiazol-2-amin